3,3-dimethyl-propionic acid CC(CC(=O)O)C